trimethylolpropane dicaprylate CCCCCCCC(=O)OCC(CC)(CO)COC(=O)CCCCCCC